2-((2-(difluoromethyl)thiazol-5-yl)methyl)-6-(2-(2,2,2-trifluoroethoxy)pyrimidin-5-yl)pyridazin-3(2H)-one FC(C=1SC(=CN1)CN1N=C(C=CC1=O)C=1C=NC(=NC1)OCC(F)(F)F)F